1,2-dihydrospiro[3,1-benzoxazine-4,4'-piperidine]-2-one N1CCC2(CC1)OC(NC1=C2C=CC=C1)=O